CC(C(=O)N1C(CCCC1)C=1NC(=CN1)C1=CC=C(C=C1)C)C(C)=O 2-methyl-1-(2-(5-(p-tolyl)-1H-imidazol-2-yl)piperidin-1-yl)butane-1,3-dione